C(C)(=O)N(N(C(=O)C1=CC=2C3=C(C(=NC2C=C1F)N)C=NN3C)CC3=C(C=CC=C3)F)C N'-acetyl-4-amino-7-fluoro-N-(2-fluorobenzyl)-N',1-dimethyl-1H-pyrazolo[4,3-c]quinoline-8-carbohydrazide